((2R,3S,5R)-3-((4-chlorobenzoyl)oxy)-5-(2,6-dioxo-3,6-dihydropyrimidin-1(2H)-yl)tetrahydrofuran-2-yl)methyl 4-chlorobenzoate ClC1=CC=C(C(=O)OC[C@H]2O[C@H](C[C@@H]2OC(C2=CC=C(C=C2)Cl)=O)N2C(NC=CC2=O)=O)C=C1